C(C1=CC=CC=C1)C1(CNC1)CC#N 2-(3-benzylazetidin-3-yl)acetonitrile